C(C)C1=NC=C2NC(NC2=N1)=O ethyl-7,9-dihydro-8H-purin-8-one